2-((6-((S)-3-(aminomethyl)piperidin-1-yl)-3,5-dicyano-4-ethylpyridin-2-yl)sulfanyl)-2-phenylacetamide NC[C@H]1CN(CCC1)C1=C(C(=C(C(=N1)SC(C(=O)N)C1=CC=CC=C1)C#N)CC)C#N